ClC1=NC=CC2=C1CN(C2=O)C2=CC(=CC=C2)[C@@H](CC2=NN=CN2C)C (R)-4-chloro-2-(3-(1-(4-methyl-4H-1,2,4-triazol-3-yl)propan-2-yl)phenyl)-2,3-dihydropyrrolo[3,4-c]pyridin-1-one